(7R)-4-[5-(6-methylpyrimidin-4-yl)-1H-pyrazole-3-carbonyl]-4-azaspiro[2.5]octane-7-carboxylic acid methyl ester COC(=O)[C@@H]1CCN(C2(CC2)C1)C(=O)C1=NNC(=C1)C1=NC=NC(=C1)C